2-(4-methylphenyl)propan-2-ol CC1=CC=C(C=C1)C(C)(C)O